C[C@H]1NC=2C=C(N3N=CC(C(OC[C@@H](OC4=CC=C(C=C14)F)C)=O)=C3N2)O (3R,11S)-3,11-dimethyl-10,13-dioxa-19-hydroxy-6-fluoro-2,17,18,21-tetraazatetracyclo[13.5.2.04,9.018,22]Docosane-1(21),4,6,8,15(22),16,19-heptaen-14-one